C(C1C(C(=O)OCC)CCCC1)(=O)OC(C=C)=O acryloyl ethyl monohexahydrophthalate